ClC1=CC=C(C=C1)CCC(=O)NOC 3-(4-chlorophenyl)-N-methoxypropionamide